(2-fluoro-5-methoxyphenyl)-5-(5-fluoroisoindolin-2-yl)-3-isopropyl-7-(1H-pyrazol-4-yl)pyrazolo[1,5-a]pyrimidine-2-carboxamide FC1=C(C=C(C=C1)OC)C=1C(=NC=2N(C1C=1C=NNC1)N=C(C2C(C)C)C(=O)N)N2CC1=CC=C(C=C1C2)F